2-fluoro-4-isobutyl-6-[(3S)-3-methyl-4-[1-(5-methylthiazol-2-yl)ethyl]piperazin-1-yl]benzonitrile FC1=C(C#N)C(=CC(=C1)CC(C)C)N1C[C@@H](N(CC1)C(C)C=1SC(=CN1)C)C